ClC=1C=C(OCC(=O)O)C=C(C1)Cl 3,5-dichlorophenoxyacetic acid